({[(2R,3S,4R,5R)-5-{2-chloro-6-[cis-(2-hydroxycyclopentyl)amino]-9H-purin-9-yl}-3,4-dihydroxyoxolan-2-yl]methoxy}methyl)phosphonic acid ClC1=NC(=C2N=CN(C2=N1)[C@H]1[C@@H]([C@@H]([C@H](O1)COCP(O)(O)=O)O)O)N[C@H]1[C@H](CCC1)O